FCC1(CCN(CC1)C(=O)C=1C2=C(N(N1)CC(=O)N1CCC(CC1)OC1=C(C=CC=C1)C)CCC2)O 2-(3-(4-(fluoromethyl)-4-hydroxypiperidine-1-carbonyl)-5,6-dihydrocyclopenta[c]pyrazol-1(4H)-yl)-1-(4-(o-tolyloxy)piperidin-1-yl)ethanone